6-[[(3R,4R)-1-(4-chloro-2,6-difluorophenyl)-3,4-dihydroxypiperidin-4-yl]methoxy]-1,5-dihydro-4,1-benzothiazepin-2-one ClC1=CC(=C(C(=C1)F)N1C[C@H]([C@](CC1)(O)COC1=CC=CC2=C1CSCC(N2)=O)O)F